FC1=C(CNS(=O)(=O)C2=CC=C(C=C2)NC(\C=C\C2=CC=NC=C2)=O)C=CC(=C1)F (E)-N-(4-(N-(2,4-difluorobenzyl)sulfamoyl)phenyl)-3-(pyridin-4-yl)acrylamide